3-(5-(4-((2-(trimethylsilyl)ethoxy)methyl)-4H-1,2,4-triazol-5-yl)pyridin-3-yl)phenylcycloheptylcarbamate C[Si](CCOCN1C=NN=C1C=1C=C(C=NC1)C=1C=C(C=CC1)N(C([O-])=O)C1CCCCCC1)(C)C